3-(7-azaspiro[3.5]nonan-7-yl)propanamide C1CCC12CCN(CC2)CCC(=O)N